N-(1-cyanocyclopropyl)-3-(5-(difluoromethyl)-1,3,4-thiadiazol-2-yl)-8-(1-methyl-1H-benzo[d]imidazol-4-yl)imidazo[1,5-a]pyridine-6-sulfonamide C(#N)C1(CC1)NS(=O)(=O)C=1C=C(C=2N(C1)C(=NC2)C=2SC(=NN2)C(F)F)C2=CC=CC=1N(C=NC12)C